(E)-N-(4-(1-(6-(4-(5-((2-(2,6-dioxopiperidin-3-yl)-1-oxoisoindolin-5-yl)thio)pentyl)piperazin-1-yl)pyridazine-3-carbonyl)piperidin-4-yl)butyl)-3-(pyridin-3-yl)acrylamide O=C1NC(CCC1N1C(C2=CC=C(C=C2C1)SCCCCCN1CCN(CC1)C1=CC=C(N=N1)C(=O)N1CCC(CC1)CCCCNC(\C=C\C=1C=NC=CC1)=O)=O)=O